ethyl-2-[amino-(3,4-dichlorophenyl)methylene]-3-oxo-butanoate C(C)OC(C(C(C)=O)=C(C1=CC(=C(C=C1)Cl)Cl)N)=O